(S)-N1-(1-(2-(2-adamantylamino)-2-oxoethyl)-2-oxo-1,2-dihydropyridin-3-yl)-2-(3-methylbenzofuran-2-carboxamido)-5-oxohexanediamide C12C(C3CC(CC(C1)C3)C2)NC(CN2C(C(=CC=C2)NC([C@H](CCC(C(=O)N)=O)NC(=O)C=2OC3=C(C2C)C=CC=C3)=O)=O)=O